2-(4-(3-(2,5-Dioxo-3-(4-(trifluoromethyl)phenyl)imidazolidin-1-yl)propyl)-2,6-dimethylphenoxy)-2-methylpropionic acid O=C1N(C(CN1C1=CC=C(C=C1)C(F)(F)F)=O)CCCC1=CC(=C(OC(C(=O)O)(C)C)C(=C1)C)C